4-(6-(4-aminopiperidin-1-yl)-3-(4-fluoro-3-hydroxyphenyl)-4-methoxypyridin-2-yl)-2-fluorobenzonitrile NC1CCN(CC1)C1=CC(=C(C(=N1)C1=CC(=C(C#N)C=C1)F)C1=CC(=C(C=C1)F)O)OC